4-(4-(4-methoxyphenoxy)piperidin-1-yl)-2,5-dimethylpyrimidine COC1=CC=C(OC2CCN(CC2)C2=NC(=NC=C2C)C)C=C1